6,6'-(((azanediylbis(ethane-2,1-diyl))bis((carboxymethyl)azanediyl))-bis(methylene))dipicolinic acid N(CCN(CC(=O)O)CC1=CC=CC(=N1)C(=O)O)CCN(CC(=O)O)CC1=CC=CC(=N1)C(=O)O